Para-Chloroamphetamine ClC1=CC=C(CC(N)C)C=C1